N1C(=NC2=C1C=CC=C2)CN2C(C(=CC=C2)NC([C@H](CC\C=C\C(=O)NC)NC(OC)=O)=O)=O methyl (S,E)-(1-((1-((1H-benzo[d]imidazol-2-yl)methyl)-2-oxo-1,2-dihydropyridin-3-yl)amino)-7-(methylamino)-1,7-dioxohept-5-en-2-yl)carbamate